FC=1C=C2C(C3(OC4=C(N=C3)C3=C(C=C4)C=NC=C3)N(C2=CC1)C)(C)C 5-fluoro-1,3,3-trimethylspiro[2H-indole-2,3'-[3H]pyrido[4,3-f][1,4]benzoxazine]